[OH-].OCC[N+](CC)(CC)CC 2-Hydroxyethyl-Triethylammonium Hydroxide